ClC1=CC=2N(C=C1)N=C(C2)C(=O)N[C@@H]2CN[C@H](CC2)C=2OC(=NN2)OCCOC(F)(F)F 5-chloro-N-[(3s,6r)-6-{5-[2-(trifluoromethoxy)ethoxy]-1,3,4-oxadiazol-2-yl}piperidin-3-yl]pyrazolo[1,5-a]pyridine-2-carboxamide